N1C=NC2=C1C=CC(=C2)N2C(NCC2C2=CC=C(C=C2)C2=CN=C(S2)C21CC3CC(CC(C2)C3)C1)=O 1-(1H-Benzimidazol-5-yl)-5-{4-[2-(tricyclo[3.3.1.13,7]decan-1-yl)-1,3-thiazol-5-yl]phenyl}imidazolidine-2-one